OCl.[Mg] magnesium (hydroxy) chloride